Nitriloacetic acid N#CC(=O)O